1-Cyclopropyl-3-(1-(2,5-difluorophenyl)but-3-yn-1-yl)pyridin-2(1H)-one C1(CC1)N1C(C(=CC=C1)C(CC#C)C1=C(C=CC(=C1)F)F)=O